3,6,9-trioxaheptadecyldiethylamine oxide C(COCCOCCOCCCCCCCC)[N+](CC)(CC)[O-]